N[C@@H](CC(=O)[O-])C(=O)OC methyl L-aspartate